2-(3-chloro-4-(6-(1-methylcyclopropoxy)-9-((4-methylpyridin-2-yl)methyl)-9H-purin-8-yl)phenoxy)-1-(4-hydroxypiperidin-1-yl)ethan-1-one ClC=1C=C(OCC(=O)N2CCC(CC2)O)C=CC1C=1N(C2=NC=NC(=C2N1)OC1(CC1)C)CC1=NC=CC(=C1)C